NCCN1CCS(CC1)(=O)=O 4-(2-aminoethyl)thiomorpholine-1,1-dioxide